N,N-dimethylaminosulfonyl fluoride CN(S(=O)(=O)F)C